5-Nonacosenoic acid C(CCCC=CCCCCCCCCCCCCCCCCCCCCCCC)(=O)O